6-((1H-indazol-5-yl)amino)-2-allyl-1-(6-((1-methylpiperidin-4-yl)oxy)pyridin-2-yl)-1,2-dihydro-3H-pyrazolo[3,4-d]pyrimidin-3-one N1N=CC2=CC(=CC=C12)NC1=NC=C2C(=N1)N(N(C2=O)CC=C)C2=NC(=CC=C2)OC2CCN(CC2)C